C1CCC2=C(C=3CCCC3C=C12)CC(=O)Cl (1,2,3,5,6,7-Hexahydro-s-indacen-4-yl)acetyl chloride